FC(C=1C=CC(=NC1)N1CCN(CC1)C(=O)OCCC1=CNC(C(=C1)C(F)(F)F)=O)(F)F 2-(6-Oxo-5-(trifluoromethyl)-1,6-dihydropyridin-3-yl)ethyl 4-(5-(trifluoromethyl)pyridin-2-yl)piperazine-1-carboxylate